C(C)(=O)O.CN(CC=C)CC=C methyldiallylamine acetate salt